CN1C2=CC=CC=C2C(C12OC1=C(N=C2)C2=C(C=C1)N=CC=C2)(C)C 1,3,3-trimethylspiro(indoline-2,3'-(3H)pyrido(3,2-f)-(1,4)benzoxazine)